(Z)-4-cyclopentadecanen-1-one C1(CC\C=C/CCCCCCCCCC1)=O